5-(6-(2-hydroxy-6-methyl-4-(trifluoromethyl)phenyl)-3-((S)-1-hydroxyethyl)-2H-pyrazolo[3,4-b]pyrazin-2-yl)-1-isopropylpiperidin-2-one OC1=C(C(=CC(=C1)C(F)(F)F)C)C=1C=NC=2C(N1)=NN(C2[C@H](C)O)C2CCC(N(C2)C(C)C)=O